COC1=CC=C(C=C1)CN1CCC=2C1=NC1=CN=CC=C1C2O 1-[(4-Methoxyphenyl)methyl]-1H,2H,3H-pyrrolo[2,3-b]1,7-naphthyridin-4-ol